2,5-diethoxyphthalhydrazide C(C)OC12C(C(=O)NNC1=O)C=C(C=C2)OCC